CCCCCCCCCCCCCC(=O)OCC(CCCCCCCC)CCCCCCCCCC Octyldodecyl Myristate